(3-oxo-1H-imidazo[1,5-a]indol-2(3H)-yl)piperidine-2,6-dione O=C1N(CC=2N1C=1C=CC=CC1C2)N2C(CCCC2=O)=O